Methyl 6-((2-((S)-1-(((benzyloxy)carbonyl)amino)-2,2-dicyclopropylethyl)imidazo[1,2-b]pyridazin-6-yl)methyl)-5-oxo-4-azaspiro[2.4]heptane-6-carboxylate C(C1=CC=CC=C1)OC(=O)N[C@@H](C(C1CC1)C1CC1)C=1N=C2N(N=C(C=C2)CC2(C(NC3(CC3)C2)=O)C(=O)OC)C1